C(\C=C/C(=O)O)(=O)O.C(\C=C/C(=O)O)(=O)O.ClC=1C=C(C=CC1F)NC1=NC=NC2=CC(=C(C=C12)NC(C=CCN(C)C)=O)O[C@@H]1COCC1 4-[(3-chloro-4-fluorophenyl)amino]-6-{[4-(N,N-dimethylamino)-1-oxo-2-buten-1-yl]amino}-7-((S)-tetrahydrofuran-3-yloxy)-quinazoline dimaleate